C1(=CC=CC=C1)N1N=C(N=C1)O 1-phenyl-1H-1,2,4-triazol-3-ol